2-(8-(1-((3,5-difluorophenyl)amino)ethyl)-2-morpholino-4-oxo-4H-chromen-6-yl)-N,N-dimethylacetamide FC=1C=C(C=C(C1)F)NC(C)C=1C=C(C=C2C(C=C(OC12)N1CCOCC1)=O)CC(=O)N(C)C